N1=CC(=CC=C1)C1=CC=C(C=C1)N1N=C2C(=N1)C=C(C=C2C=2C=C(C=C(C2)C2=CC=CC=C2)C2=CC=CC=C2)C=2C=C(C=C(C2)C2=CC=CC=C2)C2=CC=CC=C2 2-{4-(pyridin-3-yl)phenyl}-4,6-bis([1,1':3',1'']terphenyl-5'-yl)-2H-benzotriazole